N-(4-(hydroxymethyl)tetrahydro-2H-pyran-4-yl)-2-methyl-5-((4-methylthiazol-5-yl)methoxy)-benzofuran-3-carboxamide OCC1(CCOCC1)NC(=O)C1=C(OC2=C1C=C(C=C2)OCC2=C(N=CS2)C)C